(R)-3-(4-bromophenyl)piperidine BrC1=CC=C(C=C1)[C@@H]1CNCCC1